1-(3-aminophenyl)-3-cyclopropylpropan-1-one NC=1C=C(C=CC1)C(CCC1CC1)=O